C(CCC(=O)O[C@H]1[C@@H](CCC1)OC(=O)OCCl)(=O)OC(C)(C)C tert-Butyl (1R,2R)-2-{[(chloromethoxy)carbonyl]oxy}cyclopentyl butanedioate